FC(C=1OC(=C(N1)C=1C=C2CN(C(C2=CC1)=O)C1C(NC(CC1)=O)=O)C1=CC=CC=C1)F 3-(5-(2-(difluoromethyl)-5-phenyloxazol-4-yl)-1-oxoisoindolin-2-yl)piperidine-2,6-dione